CN(C(C)C1=C(C=CC(=N1)N)C1CCOCC1)C 6-(1-(dimethylamino)ethyl)-5-(tetrahydro-2H-pyran-4-yl)pyridin-2-amine